ClC=1C(=NC=CC1[S-])C#CC1=NN(C2=CC=CC=C12)C.[Na+] sodium 3-chloro-2-((1-methyl-1H-indazol-3-yl)ethynyl)pyridine-4-thiolate